2-(2,3-dicyano-propenylamino)-4,5-dimethoxy-benzoic acid methyl ester COC(C1=C(C=C(C(=C1)OC)OC)NC=C(CC#N)C#N)=O